2-(phenyl)malonaldehyde C1(=CC=CC=C1)C(C=O)C=O